C1(=CC=CC=C1)C1(C2=CC=CC=C2NC=2C=CC=CC12)C1=CC=CC=C1 9,9-Diphenylacridine